NC[C@H](CC(=O)O)C[C@@H](COC1=CC=C(C=C1)OC)C (3s,5s)-3-aminomethyl-6-(4-methoxy-phenoxy)-5-methyl-hexanoic acid